N1NC(CC1)=O PYRAZOLIDINON